ClC1=C(C=NN1)C1=CC=C2C(=CN(C2=C1)CCN(C)CC)C(=O)C1COC2=CC=C(C=C2C1)OC [6-(5-Chloro-1H-pyrazol-4-yl)-1-[2-[ethyl(methyl)amino]ethyl]indol-3-yl]-(6-methoxychroman-3-yl)methanone